C1=CC=CC=2C3=CC=CC=C3C(C12)COC(=O)N[C@H](C(=O)O)CC1=CN(C2=CC=C(C=C12)C=1C=NC=CC1)C(=O)OC(C)(C)C (S)-2-((((9H-fluoren-9-yl)methoxy)carbonyl)amino)-3-(1-(tert-butoxycarbonyl)-5-(pyridin-3-yl)-1H-indol-3-yl)propanoic acid